BrC1=C(C(=C(C=C1)CBr)F)OC 1-bromo-4-(bromomethyl)-3-fluoro-2-methoxybenzene